BrCC1(C(=CC=CC1)C1=CC=CC=C1)CBr 2,2-dibromomethyl-biphenyl